(4-chloro-8,9-dihydropyrazino[1',2':1,5]pyrrolo[2,3-d]pyrimidin-7(6H)-yl)pyrrolidine-1-carboxylic acid tert-butyl ester C(C)(C)(C)OC(=O)N1C(CCC1)N1CC2=CC3=C(N=CN=C3Cl)N2CC1